tert-butyl 4-(2,3-diamino-4-pyridyl)piperidine-1-carboxylate NC1=NC=CC(=C1N)C1CCN(CC1)C(=O)OC(C)(C)C